1,3-bis(dimethylamino)propan-2-ol CN(CC(CN(C)C)O)C